4-(4-hydroxy-4-(((4-(4-morpholino-7H-pyrrolo[2,3-d]pyrimidin-6-yl)phenyl)amino)methyl)piperidin-1-yl)-N,N-dimethylbut-2-ynamide OC1(CCN(CC1)CC#CC(=O)N(C)C)CNC1=CC=C(C=C1)C1=CC2=C(N=CN=C2N2CCOCC2)N1